(2S)-3-methyl-2-[methyl-(3-(prop-2-enoyl)-1-oxa-3,8-diazaspiro[4.5]decane-8-carbonyl)amino]butanoic acid CC([C@@H](C(=O)O)N(C(=O)N1CCC2(CN(CO2)C(C=C)=O)CC1)C)C